FC(C(=O)O)(F)F.N1=CC(=CC=C1)N pyridin-3-amine 2,2,2-trifluoroacetic acid salt